BrC1=CC(=C(CN2N=C(C3=CC=CC=C23)C=2C=C(C(=O)NN)C=CC2)C=C1)Cl 3-(1-(4-bromo-2-chlorobenzyl)-1H-indazol-3-yl)benzoyl-hydrazine